4-(2-(2-fluoroethyl)-2,8-diazaspiro[4.5]decan-8-yl)-2-(pyridin-4-yl)pyrido[3,4-d]pyrimidine FCCN1CC2(CC1)CCN(CC2)C=2C1=C(N=C(N2)C2=CC=NC=C2)C=NC=C1